(R)-4-(7-(3-aminopiperidin-1-yl)-3-phenyl-3H-imidazo[4,5-b]pyridin-2-yl)-2-fluorobenzonitrile N[C@H]1CN(CCC1)C1=C2C(=NC=C1)N(C(=N2)C2=CC(=C(C#N)C=C2)F)C2=CC=CC=C2